4-[1-(2,3-dimethylphenyl)ethyl]-1H-imidazole CC1=C(C=CC=C1C)C(C)C=1N=CNC1